C(OCCCCCCCCCC)(OCN1C(CCC2=CC=C(C=C12)CCN1CCN(CC1)C1=CC(=CC=2SC=CC21)F)=O)=O decyl ((7-(2-(4-(6-fluorobenzo[b]thiophen-4-yl)piperazin-1-yl)ethyl)-2-oxo-3,4-dihydroquinolin-1(2H)-yl)methyl) carbonate